1-(2-(3-fluoro-4-methoxyphenyl)-1-(4-(methylsulfonyl)phenyl)-1H-indol-5-yl)piperidin-4-amine FC=1C=C(C=CC1OC)C=1N(C2=CC=C(C=C2C1)N1CCC(CC1)N)C1=CC=C(C=C1)S(=O)(=O)C